C(C)(C)C1=NC2=C3C(=C4C(=C2C=C1)C=CC=C4)C=CC(=C3)B3OC(C(O3)(C)C)(C)C 2-isopropyl-11-(4,4,5,5-tetramethyl-1,3,2-dioxaborolan-2-yl)dibenzo[f,h]quinoline